(4-(4-(4-((1-(methylsulfonyl)azetidin-3-yl)methoxy)phenyl)tetrahydro-2H-pyran-4-yl)phenoxy)cyclobutan-1-amine CS(=O)(=O)N1CC(C1)COC1=CC=C(C=C1)C1(CCOCC1)C1=CC=C(OC2(CCC2)N)C=C1